Methyl 2-((1r,4r)-4-(hydroxymethyl)cyclohexyl)-2H-indazole-6-carboxylate OCC1CCC(CC1)N1N=C2C=C(C=CC2=C1)C(=O)OC